O1C(=NC2=C1C=CC=C2)C2(CCN(CC2)C2=C(C(N(C1=CC(=CC=C21)F)C)=O)C#N)C 4-[4-(1,3-benzooxazol-2-yl)-4-methylpiperidin-1-yl]-7-fluoro-1-methyl-2-oxo-1,2-dihydroquinoline-3-carbonitrile